(7R)-2-(1-{[1-(2-chlorobenzoyl)azetidin-3-yl]methyl}-2-[1-(cyclopropylmethyl)-1H-pyrrolo[2,3-b]pyridin-2-yl]-7-methoxy-1H-1,3-benzodiazole-5-carbonyl)-2-azabicyclo[2.2.1]heptan-7-amine ClC1=C(C(=O)N2CC(C2)CN2C(=NC3=C2C(=CC(=C3)C(=O)N3C2CCC(C3)[C@H]2N)OC)C2=CC=3C(=NC=CC3)N2CC2CC2)C=CC=C1